C(C)(C)(C)OC(=O)N1CCN(CC1)C1=NC(=NC2=C3C(=CC=C12)NC=C3)Cl 4-(2-chloro-7H-pyrrolo[2,3-H]quinazolin-4-yl)piperazine-1-carboxylic acid tert-butyl ester